(1R,2S)-2-((R)-2'-Cyclopentyl-2'-hydroxy-2'-phenylacetoxy)-7,7-dimethyl-7-azoniabicyclo[2.2.1]heptan bromid [Br-].C1(CCCC1)[C@](C(=O)O[C@@H]1[C@H]2CCC(C1)[N+]2(C)C)(C2=CC=CC=C2)O